ClC=1C=C(C=C2C=C(NC12)C(=O)N)OC 7-chloro-5-methoxy-1H-indole-2-carboxamide